BrC=1C(=C(C(=CC1)C(=O)O)C(=O)O)Br dibromo-benzenedicarboxylic acid